2-(4-cyclobutyl-3,5-dimethoxyphenyl)benzofuran C1(CCC1)C1=C(C=C(C=C1OC)C=1OC2=C(C1)C=CC=C2)OC